[K+].[Si]([O-])([O-])([O-])[O-].[Zr+4].[Na+] sodium zirconium silicate potassium